2-((3,5-diisopropyloxybenzylamino)pyrimidin-5-yl)(6-oxa-1-azaspiro[3.3]hept-1-yl)methanone C(C)(C)OC=1C=C(CNC2=NC=C(C=N2)C2N(C3(C2)COC3)C=O)C=C(C1)OC(C)C